C(#N)C1=CC(=CC2=CC(=CC=C12)C(=O)OC1=C(C(=C(C(=C1F)F)F)F)F)CP(O)(O)=O ((4-cyano-7-((perfluorophenoxy)carbonyl)naphthalen-2-yl)methyl)phosphonic acid